ClC=1C=2C(N=C3N(C2C=CC1)C1=CC(=CC=C1C3(C)C)N3CCN(CC3)CC3=C(C=C(C=N3)N3CCN(CC3)C3=CC(=C(C(=C3)F)C3C(NC(CC3)=O)=O)F)F)=O 3-(4-(4-(6-((4-(4-chloro-7,7-dimethyl-5-oxo-5,7-dihydroindolo[1,2-a]quinazolin-10-yl)piperazin-1-yl)methyl)-5-fluoropyridin-3-yl)piperazin-1-yl)-2,6-difluorophenyl)piperidine-2,6-dione